ethylenebisdodecanamide C(CCCCCCCCCCCCC(=O)N)CCCCCCCCCCCC(=O)N